C(C)(C)N1N=C(C2=CC=CC=C12)C1=C(C=CC=C1)C(CC1=NC(=CC=C1)C)N[S@@](=O)C(C)(C)C (S)-N-{1-[2-(1-isopropyl-1H-indazol-3-yl)phenyl]-2-[6-methylpyridine-2-yl]ethyl}-2-methylpropane-2-sulfinamide